1-(2-{[9-(propan-2-yl)-2-(pyridin-3-yl)-9H-purin-6-yl]amino}ethyl)imidazolidin-2-one CC(C)N1C2=NC(=NC(=C2N=C1)NCCN1C(NCC1)=O)C=1C=NC=CC1